(S)-2-(6-chloro-1-(((2R,4R)-4-(methylsulfonyl)pentan-2-yl)oxy)-2,7-naphthyridin-4-yl)butan-2-ol ClC=1C=C2C(=CN=C(C2=CN1)O[C@H](C)C[C@@H](C)S(=O)(=O)C)[C@](C)(CC)O